6-((2-((3R,4R)-3-Amino-4-fluoro-1-piperidinyl)-6-fluoro-5-methyl-1H-benzimidazol-1-yl)methyl)-3-pyridincarbonitril N[C@@H]1CN(CC[C@H]1F)C1=NC2=C(N1CC1=CC=C(C=N1)C#N)C=C(C(=C2)C)F